C(CC1=CC=CC=C1)N1N=C2C(N=C(C=C2)CO)=C1 (2-phenethyl-2H-pyrazolo[4,3-b]pyridin-5-yl)methanol